7-bromo-5-isobutoxybenzo[b]thiophene-2-carboxylic acid BrC1=CC(=CC2=C1SC(=C2)C(=O)O)OCC(C)C